1,4-dicyclohexyl-biphenyl C1(CCCCC1)C1(CC=C(C=C1)C1CCCCC1)C1=CC=CC=C1